C1=CC=CC=2C3=CC=CC=C3C(C12)COC(=O)N[C@H](C(=O)NCC(=O)O)CCCNC(=O)N (S)-(2-((((9H-Fluoren-9-yl)methoxy)carbonyl)amino)-5-ureidopentanoyl)glycine